N-(5-cyanothiophen-3-yl)-2-(4-((1-(2-(2,6-dioxopiperidin-3-yl)-1,3-Dioxoisoindoline-5-yl)azetidin-3-yl)ethynyl)-1H-pyrazol-1-yl)-2-methylpropionamide C(#N)C1=CC(=CS1)NC(C(C)(C)N1N=CC(=C1)C#CC1CN(C1)C=1C=C2C(N(C(C2=CC1)=O)C1C(NC(CC1)=O)=O)=O)=O